4-((3-(2-(diisopropylamino)ethyl)-1H-indol-7-yl)oxy)-4-oxobutanoic acid C(C)(C)N(CCC1=CNC2=C(C=CC=C12)OC(CCC(=O)O)=O)C(C)C